O1N=C(N=C1)CN=S(=O)(C1=C(N=C2N1C=C(C=C2)C2=NOC(=N2)C(F)(F)F)C)C (((1,2,4-oxadiazol-3-yl)methyl)imino)(methyl)(2-methyl-6-(5-(trifluoromethyl)-1,2,4-oxadiazol-3-yl)imidazo[1,2-a]pyridin-3-yl)-λ6-sulfanone